tert-butyl 2-[2-[2-[2-[2-[(2Z,5Z)-2-benzylidene-5-[(5-tert-butyl-1H-imidazol-4-yl)methylene]-3,6-dioxo-piperazin-1-yl]ethoxy]ethoxy]ethoxy] ethoxy]acetate C(/C1=CC=CC=C1)=C\1/N(C(/C(/NC1=O)=C/C=1N=CNC1C(C)(C)C)=O)CCOCCOCCOCCOCC(=O)OC(C)(C)C